(2S)-1-[(tert-Butoxycarbonyl)-4-(cyclopropylcarbamoyl)piperazin-2-yl]benzoic acid C(C)(C)(C)OC(=O)N1[C@H](CN(CC1)C(NC1CC1)=O)C1(C(=O)O)CC=CC=C1